NC=1C2=C(N=CN1)N(C(=C2C2=CC=C(C=C2)OC2=NC=CC(=N2)C)C2=CC=C(C=C2)C(C)(C)NC(C=C)=O)C N-(2-(4-(4-amino-7-methyl-5-(4-((4-methylpyrimidin-2-yl)oxy)phenyl)-7H-pyrrolo[2,3-d]pyrimidin-6-yl)phenyl)propan-2-yl)acrylamide